C(#N)[C@@]1(C(N(C[C@H]1C)C=1C=2N(N=CC1)C=C(C2)C=2C=CC(=NC2)C#N)=O)C2CC2 5-[4-[(3R,4S)-3-cyano-3-cyclopropyl-4-methyl-2-oxopyrrolidin-1-yl]pyrrolo[1,2-b]pyridazin-6-yl]pyridine-2-carbonitrile